FC(C=1N=C2N(N=C(C=C2[C@@H]2[C@H](C2)C(F)F)C=2C(=NC(=NC2)OC)OC)C1)F 2-(difluoromethyl)-8-((1S,2S)-2-(difluoromethyl)cyclopropaneyl)-6-(2,4-dimethoxypyrimidin-5-yl)imidazo[1,2-b]pyridazine